COC1=C(C=C(C=C1)C(=O)N1CCC2(CC1)CCNCC2)N2C(NC(CC2)=O)=O 1-(2-Methoxy-5-(3,9-diazaspiro[5.5]undec-3-carbonyl)phenyl)dihydropyrimidine-2,4(1H,3H)-dione